5-((4-(4-(6-amino-5-((R)-1-(2,6-dichloro-3-fluorophenyl)ethoxy)pyridin-3-yl)-1H-pyrazol-1-yl)piperidin-1-yl)methyl)-2-(2,6-dioxopiperidin-3-yl)-4-fluoroisoindoline-1,3-dione NC1=C(C=C(C=N1)C=1C=NN(C1)C1CCN(CC1)CC=1C(=C2C(N(C(C2=CC1)=O)C1C(NC(CC1)=O)=O)=O)F)O[C@H](C)C1=C(C(=CC=C1Cl)F)Cl